[Ru].[Pd] Palladium-Ruthenium